8-(5-fluoro-2-methylphenyl)-9-(4-((1-(3-fluoropropyl)azetidin-3-yl)methyl)phenyl)-6,7-dihydro-5H-benzo[7]annulene-3-carboxylic acid FC=1C=CC(=C(C1)C=1CCCC2=C(C1C1=CC=C(C=C1)CC1CN(C1)CCCF)C=CC(=C2)C(=O)O)C